C(C)C=1C(NC2=CC(=NC=C2C1)CN1CC2(CN(C2)C=2C=CC(=NC2C)C(=O)NC)C1)=O 5-(6-((3-ethyl-2-oxo-1,2-dihydro-1,6-naphthyridin-7-yl)methyl)-2,6-diazaspiro[3.3]heptan-2-yl)-N,6-dimethylpicolinamide